C=C1CCCC2C1C(=O)OC2=O 6-endo-methylenetetrahydrophthalic anhydride